NC1=C(C=2C=NC(=C(C2N1C1=C2C=NN(C2=CC=C1C)C1OCCCC1)Br)C1CC1)C#N 2-amino-7-bromo-6-cyclopropyl-1-(5-methyl-1-(tetrahydro-2H-pyran-2-yl)-1H-indazol-4-yl)-1H-pyrrolo[3,2-c]pyridine-3-carbonitrile